1,3,3,3-tetrafluoro-2-(trifluoromethyl)propene FC=C(C(F)(F)F)C(F)(F)F